FC(C=1C(=NC(=CC1)N1C=NC2=C1C=C(C(=C2)NC2CCN(CC2)[C@@]2(COC[C@@H]2O)C)OC)N2N=C(C=C2C)C#N)F 1-[3-(difluoromethyl)-6-[5-[[1-[(3R,4R)-4-hydroxy-3-methyl-tetrahydrofuran-3-yl]-4-piperidyl]amino]-6-methoxy-benzimidazol-1-yl]-2-pyridyl]-5-methyl-pyrazole-3-carbonitrile